C1(=CC=CC=C1)C1=NN(C=C1)C1=NC=2N(C(=N1)N1CCOCC1)N=C(N2)C2=CC=NC=C2 4-(5-(3-phenyl-1H-pyrazol-1-yl)-2-(pyridin-4-yl)-[1,2,4]triazolo[1,5-a][1,3,5]triazin-7-yl)morpholine